2-benzyl-2-azaspiro[3.3]heptan-6-yl (2R,6S)-4-[5-(4-hydroxy-2-oxopyrrolidin-1-yl) pyrimidin-2-yl]-2,6-dimethylpiperazine-1-carboxylate OC1CC(N(C1)C=1C=NC(=NC1)N1C[C@H](N([C@H](C1)C)C(=O)OC1CC2(CN(C2)CC2=CC=CC=C2)C1)C)=O